1-(tert-butyl) 4-ethyl 4-((2S)-2-((tert-butyldimethylsilyl)oxy)-1-hydroxypropyl)piperidine-1,4-dicarboxylate [Si](C)(C)(C(C)(C)C)O[C@H](C(O)C1(CCN(CC1)C(=O)OC(C)(C)C)C(=O)OCC)C